CN1N=C(N=C1)C1=CC=C(CCNC(OC(C)(C)C)=O)C=C1 tert-Butyl 4-(1-methyl-1H-1,2,4-triazol-3-yl)phenethylcarbamate